tetrabutylphosphonium trichloride [Cl-].[Cl-].[Cl-].C(CCC)[P+](CCCC)(CCCC)CCCC.C(CCC)[P+](CCCC)(CCCC)CCCC.C(CCC)[P+](CCCC)(CCCC)CCCC